COC(CC1=C(C=CC(=C1)[N+](=O)[O-])NC(C)=O)=O 5-nitro-2-(N-acetyl)aminophenylacetic acid methyl ester